[C@H]12CN(C[C@H](CC1)N2)C2=NC(=NC=1CC3(CCC21)CC2=CC=CC1=CC=CC3=C21)OC[C@H]2NCCC2 4'-((1R,5S)-3,8-diazabicyclo[3.2.1]octan-3-yl)-2'-(((S)-pyrrolidin-2-yl)methoxy)-5',8'-dihydro-2H,6'H-spiro[acenaphthylene-1,7'-quinazoline]